O1C(CCCC1)OC(COCC1=CC=2N(C=C1)C(=CN2)C(=O)OCC)C ethyl 7-(2-tetrahydropyran-2-yloxypropoxymethyl)imidazo[1,2-a]pyridine-3-carboxylate